O=C1C2=C(N=C(N1C1=CC=CC=C1)SCC(=O)N)CCS2 2-[(3,4,6,7-tetrahydro-4-oxo-3-phenylthieno[3,2-d]pyrimidin-2-yl)thio]-acetamide